FC1=C(NC=2C3=C(N=CN2)C=CC(=N3)N3C[C@@H]([C@@H](CC3)C)NC(C=C)=O)C=CC(=C1C)OC1=CC3=C(N(N=N3)C)C=C1 N-[(3R,4R)-1-[4-[2-fluoro-3-methyl-4-(1-methylbenzotriazol-5-yl)oxy-anilino]pyrido[3,2-d]pyrimidin-6-yl]-4-methyl-3-piperidyl]prop-2-enamide